1-O-(3,4-Dichlorophenyl) 3-deoxy-3-[4-(3,4,5-trifluorophenyl)-1H-1,2,3-triazol-1-yl]-α-D-galactopyranoside FC=1C=C(C=C(C1F)F)C=1N=NN(C1)[C@@H]1[C@H]([C@@H](OC2=CC(=C(C=C2)Cl)Cl)O[C@@H]([C@@H]1O)CO)O